5-O-[2-[2-[(E)-3-(1,3-Benzodioxol-5-yl)prop-2-enoyl]-5-hydroxyphenoxy]ethyl] 3-O-methyl 2,6-dimethyl-4-(3-nitrophenyl)-1,4-dihydropyridine-3,5-dicarboxylate CC=1NC(=C(C(C1C(=O)OC)C1=CC(=CC=C1)[N+](=O)[O-])C(=O)OCCOC1=C(C=CC(=C1)O)C(\C=C\C1=CC2=C(OCO2)C=C1)=O)C